4-[8-(2-hydroxy-2-methyl-propyl)-2-methylsulfonyl-7-oxo-pyrido[2,3-d]pyrimidin-6-yl]-8-methyl-2,3-dihydroquinoxaline-1-carboxylic acid tert-butyl ester C(C)(C)(C)OC(=O)N1CCN(C2=CC=CC(=C12)C)C1=CC2=C(N=C(N=C2)S(=O)(=O)C)N(C1=O)CC(C)(C)O